C(CCC\C=C/C\C=C/C\C=C/C\C=C/CCCCC)(=O)OCC(OC(CCC\C=C/C\C=C/C\C=C/C\C=C/CCCCC)=O)CO glycerol di-arachidonate